COC(NC1=NC=CC(=C1)C1=CC(=NC(=C1)C1=C(C=CC=C1)C(F)(F)F)OC(C)(C)C)=O N-[4-[2-tert-butoxy-6-[2-(trifluoromethyl)phenyl]-4-pyridinyl]-2-pyridinyl]carbamic acid methyl ester